3-hexylthio-1-[10-(triethoxysilyl)decyl]-1,2,4-triazole C(CCCCC)SC1=NN(C=N1)CCCCCCCCCC[Si](OCC)(OCC)OCC